COC(=O)C1=NC(=NO1)C1=CC=C(C=C1)Br 3-(4-bromophenyl)-1,2,4-oxadiazole-5-carboxylic acid methyl ester